(2s,4R)-2-(((S)-1-((4-chloro-1-methyl-1H-pyrazol-5-yl)methyl)-3-oxoisoindolin-2-yl)methyl)-5-oxa-7-azaspiro[3.4]octan-6-one-8,8-d2 ClC=1C=NN(C1C[C@@H]1N(C(C2=CC=CC=C12)=O)CC1CC2(C1)OC(NC2([2H])[2H])=O)C